7-(8-chloronaphthalen-1-yl)-6-fluoro-4-((R)-2-methylpiperazin-1-yl)-2-(((S)-1-methylpyrrolidin-2-yl)methoxy)pyrido[2,3-d]pyrimidine ClC=1C=CC=C2C=CC=C(C12)C=1C(=CC2=C(N=C(N=C2N2[C@@H](CNCC2)C)OC[C@H]2N(CCC2)C)N1)F